1-(2-amino-4-hydroxy-3,5-dimethoxyphenyl)ethan-1-one benzyl-(S)-3-(((benzyloxy)carbonyl)amino)-1-(2-(tert-butoxy)-2-oxoethyl)pyrrolidine-3-carboxylate C(C1=CC=CC=C1)OC(=O)[C@]1(CN(CC1)CC(=O)OC(C)(C)C)NC(=O)OCC1=CC=CC=C1.NC1=C(C=C(C(=C1OC)O)OC)C(C)=O